2'-O-[tert-butyl-(dimethyl)silyl]inosine C(C)(C)(C)[Si](O[C@H]1[C@@H](O[C@@H]([C@H]1O)CO)N1C=NC=2C(O)=NC=NC12)(C)C